ClC1=CC=C(C=C1)CN1N=C2C3=C(CCC2=C1)OC(=C3C)C(=O)OCC ethyl 2-[(4-chlorophenyl)methyl]-8-methyl-4,5-dihydro-2H-furo[2,3-g]indazole-7-carboxylate